[CH-]1C=CC=C1.C1=C[C-](C=C1)Cl.[Zr+2] chlorozirconocene